1-((1R,4R)-4-((benzyloxy)methyl)cyclohexyl)-2-bromoethanone C(C1=CC=CC=C1)OCC1CCC(CC1)C(CBr)=O